2-(2,5-dimethyl-1H-pyrrol-1-yl)-6-fluoro-7-(6-(1-(1-(4-fluorophenyl)propyl)-1H-pyrazol-4-yl)pyrazin-2-yl)-8-methyl-[1,2,4]triazolo[1,5-a]pyridine CC=1N(C(=CC1)C)C1=NN2C(C(=C(C(=C2)F)C2=NC(=CN=C2)C=2C=NN(C2)C(CC)C2=CC=C(C=C2)F)C)=N1